2-(1-bromo-8-chloroimidazo[1,5-a]pyrazin-3-yl)propan-2-ol BrC=1N=C(N2C1C(=NC=C2)Cl)C(C)(C)O